phenyl[Phenyl(fluorenyl)triazinyl]indolocarbazole C1(=CC=CC=C1)C=1C(=C2C(=CC1)N=C1C=CC3=C4C=CC=CC4=NC3=C12)C1=NN=NC(=C1C1=CC=CC=2C3=CC=CC=C3CC12)C1=CC=CC=C1